tert-butyl (1S)-1-[(dimethylamino)carbonyl]-2-methylpropylcarbamate CN(C(=O)[C@H](C(C)C)NC(OC(C)(C)C)=O)C